dimethyl-[4-(2-phenylthiobenzoyl)phenyl]sulfonium methylsulfate COS(=O)(=O)[O-].C[S+](C1=CC=C(C=C1)C(C1=C(C=CC=C1)C1=CC=CC=C1)=S)C